5-[5-[2-(4-iodo-2,5-dimethyl-pyrazol-3-yl)oxyethoxymethyl]-1-methyl-pyrazol-4-yl]-1-tetrahydropyran-2-yl-3-[(E)-2-(4,4,5,5-tetramethyl-1,3,2-dioxaborolan-2-yl)vinyl]indazole IC1=C(N(N=C1C)C)OCCOCC1=C(C=NN1C)C=1C=C2C(=NN(C2=CC1)C1OCCCC1)\C=C\B1OC(C(O1)(C)C)(C)C